N-(1-(Benzofuran-4-yl)cyclopropyl)-5-(2-(dimethylamino)ethoxy)-2-methylbenzamide O1C=CC2=C1C=CC=C2C2(CC2)NC(C2=C(C=CC(=C2)OCCN(C)C)C)=O